CN(C(OC)=O)C methyl dimethylcarbamate